C1(CC1)NC(C1=NC(=C(C=C1)N1CCN(CC1)CC1=CC=C2C(N(C(NC2=C1)=O)CC)=S)F)=O N-cyclopropyl-5-(4-((3-ethyl-2-oxo-4-thioxo-1,2,3,4-tetrahydroquinazolin-7-yl)methyl)piperazin-1-yl)-6-fluoropicolinamide